N1(CCOCC1)C=1C2=C(N=CN1)N(C(=C2)C2=CC=C(C=C2)NC(=O)C2CCN(CC2)C(=O)OC(C)(C)C)COCC[Si](C)(C)C tert-butyl 4-({4-[4-(morpholin-4-yl)-7-{[2-(trimethylsilyl)ethoxy]methyl}-7H-pyrrolo[2,3-d]pyrimidin-6-yl]phenyl}carbamoyl)piperidine-1-carboxylate